(32C1)format [32CH](=O)[O-]